ClC=1C=C2C(=CN=NC2=CC1C#CC1=NN(C(=C1C(=O)N)NC)[C@@H]1CN([C@H](C1)COC)C(C=C)=O)C1CCC1 3-[2-(6-chloro-4-cyclobutylcinnolin-7-yl)ethynyl]-1-[(3S,5R)-5-(methoxymethyl)-1-(prop-2-enoyl)pyrrolidin-3-yl]-5-(methylamino)pyrazole-4-carboxamide